COC1=C(C=C(C=C1)OC)N=O 2,5-dimethoxynitrosobenzene